BrC=1C=CC=2C(N1)=C(N(N2)CC)N(C=2SC(=C(N2)C2=CC=C(C=C2)F)C#N)CC 2-((5-bromo-2-ethyl-2H-pyrazolo[4,3-b]pyridin-3-yl)(ethyl)amino)-4-(4-fluorophenyl)thiazole-5-carbonitrile